(S)-(1-((3-((3-carbamoyl-5-ethyl-6-(isopropylamino) pyrazin-2-yl) amino) phenethyl) amino)-1-oxopropan-2-yl)(methyl)carbamate C(N)(=O)C=1C(=NC(=C(N1)CC)NC(C)C)NC=1C=C(CCNC([C@H](C)OC(NC)=O)=O)C=CC1